FC(C=1C=CC(=NC1)C1CCC(CC1)N1CC2(CS(C2)(=O)=O)CC1)(F)F 6-((1r,4r)-4-(5-(trifluoromethyl)pyridin-2-yl)cyclohexyl)-2-thia-6-azaspiro[3.4]octane 2,2-dioxide